O1N=CC=CC=C1 oxaazepine